(R)-2-methyl-6-(3-methyloxetan-3-yl)-4-((1-(3-(pentafluorosulfanyl)phenyl)Ethyl)amino)pyridin neodymium calcium silicate [Si]([O-])([O-])([O-])[O-].[Ca+2].[Nd+3].CC1=NC(=CC(=C1)N[C@H](C)C1=CC(=CC=C1)S(F)(F)(F)(F)F)C1(COC1)C